COC1CCN(CC1)CC(CNC(=O)C1=CC2=C(S1)CCCCCC2)(C)C N-[3-(4-methoxypiperidin-1-yl)-2,2-dimethylpropyl]-4,5,6,7,8,9-hexahydrocycloocta[b]thiophene-2-carboxamide